C1(CCC1)NC1=C2N=CN(C2=NC(=N1)C(F)(F)F)[C@H]1[C@H]([C@@H]([C@H](O1)CO)O)F (2R,3R,4S,5R)-5-[6-(CYCLOBUTYLAMINO)-2-(TRIFLUOROMETHYL)PURIN-9-YL]-4-FLUORO-2-(HYDROXYMETHYL)TETRAHYDROFURAN-3-OL